O=S1(NCNC2=C1C=C(C(=C2)C(F)(F)F)S(=O)(=O)N)=O 1,1-dioxo-6-(trifluoromethyl)-3,4-dihydro-2H-1,2,4-benzothiadiazine-7-sulfonamide